BIPYRIMIDINE C1=CN=C(N=C1)C2=NC=CC=N2